BrC=1N=CN(C1)C(F)F 4-bromo-1-(difluoromethyl)imidazole